FC1=C(C(=C(C(=C1[B-](C1=C(C(=C(C(=C1F)F)F)F)F)(C1=C(C(=C(C(=C1F)F)F)F)F)C1=C(C(=C(C(=C1F)F)F)F)F)F)F)F)F.C(CCCCCCCCCCCCCCCCC)[NH+](CCCCCCCCCCCCCCCCCC)CCC(F)(F)F N,N-dioctadecyl-3,3,3-trifluoropropylammonium tetrakis(pentafluorophenyl)borate